N-(2-methyl)acryloyl-2-phenylbenzimidazole CC(C(=O)N1C(=NC2=C1C=CC=C2)C2=CC=CC=C2)=C